FC=1C=2N(C=C(C1)NC(=O)C1=CC=C(C3=CN(N=C13)C)C1CCN(CC1)C)C=C(N2)C N-[8-fluoro-2-methylimidazo[1,2-a]pyridin-6-yl]-2-methyl-4-(1-methylpiperidin-4-yl)indazole-7-carboxamide